N-{3-fluoro-4-[6-methoxy-7-(3-morpholinopropoxy)quinolin-4-yloxy]phenyl}-3-oxo-4-(4-chlorophenyl)-3,4-dihydropyrazine-2-carboxamide FC=1C=C(C=CC1OC1=CC=NC2=CC(=C(C=C12)OC)OCCCN1CCOCC1)NC(=O)C1=NC=CN(C1=O)C1=CC=C(C=C1)Cl